4-(((R)-sec-butyl)thio)-6-(1-((3S)-1-(2-((tetrahydro-2H-pyran-2-yl)oxy)ethyl)piperidin-3-yl)-1H-pyrazol-4-yl)pyrazolo[1,5-a]pyridine-3-carbonitrile [C@@H](C)(CC)SC=1C=2N(C=C(C1)C=1C=NN(C1)[C@@H]1CN(CCC1)CCOC1OCCCC1)N=CC2C#N